N-[(2S,3R)-2-[(5'-chloro-2,2'-difluoro[1,1'-biphenyl]-3-yl)methyl]-4,4-difluoro-1-(oxetane-2-carbonyl)pyrrolidin-3-yl]-methanesulfonamide ClC=1C=CC(=C(C1)C1=C(C(=CC=C1)C[C@@H]1N(CC([C@@H]1NS(=O)(=O)C)(F)F)C(=O)C1OCC1)F)F